(S)-1-ethyl-4-((6-(2-hydroxy-6-methyl-4-(trifluoromethyl)phenyl)-3-(2-hydroxypropan-2-yl)-2H-pyrazolo[3,4-b]pyridin-2-yl)methyl)pyrrolidin-2-one C(C)N1C(C[C@@H](C1)CN1N=C2N=C(C=CC2=C1C(C)(C)O)C1=C(C=C(C=C1C)C(F)(F)F)O)=O